di(N,N-dimethylaminoethyl) ether CN(C)CCOCCN(C)C